NC1=C(C2=C(S1)CCC21CN(C1)C1=NC(=NC(=C1C#N)Cl)S(=O)C)C#N 2-amino-1'-(6-chloro-5-cyano-2-methylsulfinyl-pyrimidin-4-yl)spiro[5,6-dihydrocyclopenta[b]thiophene-4,3'-azetidine]-3-carbonitrile